F[C@H]1CN(CC[C@@H]1NC1=C2C=CN(C2=CC(=C1)C#CCNC1=C(C=C(C=C1)S(=O)(=O)N)OC)CC(F)(F)F)C 4-[3-[4-[[(3S,4S)-3-fluoro-1-methyl-4-piperidyl]amino]-1-(2,2,2-trifluoroethyl)indol-6-yl]prop-2-ynylamino]-3-methoxy-benzenesulfonamide